3-[2,5-bis(methoxymethyloxy)-phenyl]-3-(phenyl)-acrylic acid COCOC1=C(C=C(C=C1)OCOC)C(=CC(=O)O)C1=CC=CC=C1